CC1=CC=CC(=N1)C1=C(N=CN1)C=1C=C2C=C(C=NC2=CC1)C(=O)OCCCCN1CC2(CC1)CNCC2 4-(2,7-diazaspiro[4.4]nonan-2-yl)butyl 6-(5-(6-methylpyridin-2-yl)-1H-imidazol-4-yl)quinoline-3-carboxylate